2-diethylamino-2-methyl-1-propanol C(C)N(C(CO)(C)C)CC